cyclohexyloxy-methylmethacrylate C1(CCCCC1)OC(=C(C(=O)[O-])C)C